(3R)-4-[(4-bromo-2,3,6-trifluorophenyl)methyl]-3-(hydroxymethyl)piperazine-1-carboxylic acid tert-butyl ester C(C)(C)(C)OC(=O)N1C[C@@H](N(CC1)CC1=C(C(=C(C=C1F)Br)F)F)CO